COC1=CC(=C(C=C1)N(C(OC(C)C1=CN=C(N1C)[N+](=O)[O-])=O)C1=CC2=C(C=N1)N(C(N2C2CCOCC2)=O)C)C 1-(1-methyl-2-nitro-1H-imidazol-5-yl)ethyl (4-methoxy-2-methylphenyl)(3-methyl-2-oxo-1-(tetrahydro-2H-pyran-4-yl)-2,3-dihydro-1H-imidazo[4,5-c]pyridin-6-yl)carbamate